C(CCC)N1C(N(C(C(C1=O)=C(N)N)=O)CCCCN1C(NC(C1(C)C)=O)=O)=O 1-Butyl-5-(diaminomethylene)-3-(4-(5,5-dimethyl-2,4-dioxoimidazolidin-1-yl)butyl)pyrimidine-2,4,6(1H,3H,5H)-trione